BrCC1C2C=CC(C1)C2 5-(bromomethyl)bicyclo[2.2.1]hept-2-ene